CN1C(CNC(C1C1=CC=C(C=C1)C)=O)=O 1-methyl-6-(p-tolyl)piperazine-2,5-dione